(1S,2S)-1-[4-(benzylthio)phenoxy]-6-chloro-2-[4-(2,2,2-trifluoroacetyl)piperazin-1-yl]-2,3-dihydro-1H-indene-4-carbonitrile C(C1=CC=CC=C1)SC1=CC=C(O[C@@H]2[C@H](CC=3C(=CC(=CC23)Cl)C#N)N2CCN(CC2)C(C(F)(F)F)=O)C=C1